1-(2-chlorophenyl)-4-(thiazol-4-ylamino)-7-(trifluoromethyl)pyrido[2,3-d]-pyrimidin-2(1H)-one ClC1=C(C=CC=C1)N1C(N=C(C2=C1N=C(C=C2)C(F)(F)F)NC=2N=CSC2)=O